FC=1C(=CC2=C(N(C(N2C=2N=NC(=CC2)C)=O)C)C1)S(=O)(=O)NC1(CC1)CF 6-fluoro-N-[1-(fluoromethyl)cyclopropyl]-1-methyl-3-(6-methylpyridazin-3-yl)-2-oxo-benzimidazole-5-sulfonamide